C(\C=C/C(=O)[O-])(=O)OOC(C)(C)C tertiary butyl peroxymaleate